NC=1C2=C(N=CN1)C=CC(=N2)C=2C=C(C=CC2C)C#C[C@]2(C(N(CC2)C)=O)O (R)-3-((3-(4-aminopyrido[3,2-d]pyrimidin-6-yl)-4-methylphenyl)ethynyl)-3-hydroxy-1-methylpyrrolidin-2-one